5-bromo-4-{[(tert-butyldimethylsilyl)oxy]methyl}-2-methoxypyridine BrC=1C(=CC(=NC1)OC)CO[Si](C)(C)C(C)(C)C